m-hydroxythiophenol OC=1C=C(C=CC1)S